C(C)(C)(C)OOC(C(=O)[O-])(CCCC)CC tertiary butylperoxyl-2-ethylhexanoate